[Na+].S(=O)(C1=CC=C(C=C1)N)(=O)[NH-] (sulfanilamide) sodium salt